1-(5-((5-chloro-4-(3-cyclopropylphenyl)pyrimidin-2-yl)amino)pyridin-3-yl)pyrrolidin-2-one ClC=1C(=NC(=NC1)NC=1C=C(C=NC1)N1C(CCC1)=O)C1=CC(=CC=C1)C1CC1